1-(1-(2-fluoroethyl)piperidin-4-yl)piperazine FCCN1CCC(CC1)N1CCNCC1